FC1=C(C=C2C=3C(=C(C(NC13)=O)C)CC2)CO 8-fluoro-7-(hydroxymethyl)-3-methyl-4,5-dihydro-cyclopenta[de]quinolin-2(1H)-one